N-(8-(benzyloxy)-9-((2R,3R,4R,5R)-4-hydroxy-3-((trimethylsilyl)oxy)-5-(((trimethylsilyl)oxy)methyl)tetrahydrofuran-2-yl)-9H-purin-6-yl)benzamide C(C1=CC=CC=C1)OC=1N(C2=NC=NC(=C2N1)NC(C1=CC=CC=C1)=O)[C@@H]1O[C@@H]([C@H]([C@H]1O[Si](C)(C)C)O)CO[Si](C)(C)C